2,3-di-sec-butyl-2-cyano-butanedioic acid-1-ethyl-4-n-butyl ester C(C)CCCCOC(C(C(C(=O)O)C(C)CC)(C#N)C(C)CC)=O